OCCOC(C(=O)O)C 2-(2-hydroxyethoxy)propionic acid